ClC1=C(C=CC=C1)C1=C(C=C(C=C1)C(=O)O)OC 2'-chloro-2-methoxybiphenyl-4-carboxylic acid